O=C1NC(CCC1C1=NC=CC(=C1F)C1=CC=C(CNC(C2=NC=C(C=C2C)C=2N=CC3=C(C=CC=C3C2)C2=CC3=C(N(C(N3C)=O)C)C(=C2)C(C)C)=O)C=C1)=O N-(4-(2-(2,6-Dioxopiperidin-3-yl)-3-fluoropyridin-4-yl)benzyl)-5-(8-(7-isopropyl-1,3-dimethyl-2-oxo-2,3-dihydro-1H-benzo[d]imidazol-5-yl)isoquinolin-3-yl)-3-methylpicolinamide